6-[(2,6-dimethyl-4-triisopropylsiloxy-phenyl)-methyl]-3,4-dihydro-1H-naphthyridine CC1=C(C(=CC(=C1)O[Si](C(C)C)(C(C)C)C(C)C)C)CC=1C=C2CCCNC2=NC1